4-(6-(3,6-dihydro-2H-pyran-4-yl)-4-(4-fluorophenyl)pyridin-2-yl)piperazine-1-carboxylic acid tert-butyl ester C(C)(C)(C)OC(=O)N1CCN(CC1)C1=NC(=CC(=C1)C1=CC=C(C=C1)F)C=1CCOCC1